The molecule is the (R)-enantiomer of the racemic drug proglumide. It is a N(2)-benzoyl-N,N-dipropyl-alpha-glutamine and a D-glutamic acid derivative. It is an enantiomer of a (S)-proglumide. CCCN(CCC)C(=O)[C@@H](CCC(=O)O)NC(=O)C1=CC=CC=C1